[C@@H]1([C@H](O)[C@H](O)[C@@H](CO)O1)C1=NN=C2C(=O)N=C(N)N=C12 deaza-8-azaguanosine